(R)-5-(5-(1-(3,5-dimethylpyridazin-4-yl)ethoxy)-1H-indazol-3-yl)-2-(3-hydroxyazetidin-1-yl)nicotinonitrile CC=1N=NC=C(C1[C@@H](C)OC=1C=C2C(=NNC2=CC1)C=1C=NC(=C(C#N)C1)N1CC(C1)O)C